5-methoxy-2-(trifluoromethyl)-quinazoline-4-carbaldehyde COC1=C2C(=NC(=NC2=CC=C1)C(F)(F)F)C=O